ClC1=C(C(=O)N(C)C)C=CC(=C1)NC1=NC=C(C(=N1)N[C@H](CO)C1=CC=CC=C1)C1=NC(=NO1)C(C)C 2-chloro-4-[[4-[[(1S)-2-hydroxy-1-phenyl-ethyl]amino]-5-(3-isopropyl-1,2,4-oxadiazol-5-yl)pyrimidin-2-yl]amino]-N,N-dimethyl-benzamide